ClC1=CC(=C(C(=C1)OC)B1OC(C(O1)(C)C)(C)C)F 2-(4-Chloro-2-fluoro-6-methoxyphenyl)-4,4,5,5-tetramethyl-1,3,2-dioxaborolane